FC1=C(C=CC(=C1F)F)C1=NN=C(O1)NC1CC2(CC(C2)OC2=C(C(=O)N)C=CC=N2)C1 2-(((2S,4s,6S)-6-((5-(2,3,4-trifluorophenyl)-1,3,4-oxadiazol-2-yl)amino)spiro[3.3]heptan-2-yl)oxy)nicotinamide